BrC=1C=C(C=CC1)NC(NC1=C(C(=O)NCC)C=CC(=C1)OC(F)(F)F)=O 2-[3-(3-bromophenyl)ureido]-4-trifluoromethoxy-N-ethylbenzamide